6,8-dihydropyrimido[5,4-b][1,4]oxazin-4-amine N1=CN=C(C=2OCCNC21)N